NC1=CC=CC(=N1)S(=O)(=O)NC(=O)C=1C(=NC(=CC1)C1=CC(=CC(=C1)OCC(C)C)F)N1C[C@@H](CC1)C N-[(6-Amino-2-pyridyl)sulfonyl]-6-(3-fluoro-5-isobutoxyphenyl)-2-[(3R)-3-methylpyrrolidin-1-yl]pyridin-3-carboxamid